BrC1=CC(=C(C(=O)OC)C(=C1)I)CBr Methyl 4-bromo-2-(bromomethyl)-6-iodobenzoate